1-(2-ethoxyethyl)-1H-pyrazol-4-ol C(C)OCCN1N=CC(=C1)O